diglycidylamine C(C1CO1)NCC1CO1